2-(4,6-diphenyl-1,3,5-triazine-2-yl)-5-hexyloxy-phenol C1(=CC=CC=C1)C1=NC(=NC(=N1)C1=CC=CC=C1)C1=C(C=C(C=C1)OCCCCCC)O